3,7-dimethylocta-1,6-dien-3-yl (E)-3-(4-methoxyphenyl)acrylate COC1=CC=C(C=C1)/C=C/C(=O)OC(C=C)(CCC=C(C)C)C